4-[(1R,5S)-3,8-diazabicyclo[3.2.1]octan-3-yl]-6-[2-(methoxymethoxy)phenyl]pyridazin-3-amine [C@H]12CN(C[C@H](CC1)N2)C2=C(N=NC(=C2)C2=C(C=CC=C2)OCOC)N